C(C1=CC=CC=C1)(=O)N1CCC(=CC1)C=1C=C(C=CC1)C1(CC1)C=1NC(C=2CN(CCCC2N1)C([C@@H](C1=CC(=CC=C1)C(F)(F)F)O)=O)=O (R)-2-(1-(3-(1-benzoyl-1,2,3,6-tetrahydropyridin-4-yl)phenyl)cyclopropyl)-6-(2-hydroxy-2-(3-(trifluoromethyl)phenyl)acetyl)-3,5,6,7,8,9-hexahydro-4H-pyrimido[5,4-c]azepin-4-one